2-[(1r,4r)-4-[(3-Thiazol-2-ylimidazo[1,2-b]pyridazin-6-yl)amino]cyclohexyl]propan-2-ol Benzyl-(3aS,6aR)-3a-hydroxy-5-oxohexahydrocyclopenta[c]pyrrole-2(1h)-carboxylate C(C1=CC=CC=C1)C1N(C[C@]2([C@@H]1CC(C2)=O)O)C(=O)OC(C)(C)C2CCC(CC2)NC=2C=CC=1N(N2)C(=CN1)C=1SC=CN1